[7-[2,4-difluoro-6-(2-methoxyethoxy) phenyl]-6-(2-prop-2-enoyl-3,4-dihydro-1H-isoquinolin-7-yl) thieno[3,2-c]pyridin-4-yl] triflate O(S(=O)(=O)C(F)(F)F)C1=NC(=C(C2=C1C=CS2)C2=C(C=C(C=C2OCCOC)F)F)C2=CC=C1CCN(CC1=C2)C(C=C)=O